ClC(=O)C1=CC2=CC=C(C(=C2C=C1)C(=O)O)C(=O)O 6-(chlorocarbonyl)naphthalene-1,2-dicarboxylic acid